4-phenyl-3-(phenylsulfonyl)quinoline C1(=CC=CC=C1)C1=C(C=NC2=CC=CC=C12)S(=O)(=O)C1=CC=CC=C1